CC1(CCN(CC1)CC=1NC2=CC(=CC=C2C1)CN1N=NC(=C1)C=1C(=NC=C(C1)OC)C#N)C 3-[1-({2-[(4,4-Dimethyl-1-piperidyl)methyl]-1H-indol-6-yl}methyl)-1H-1,2,3-triazol-4-yl]-5-methoxy-2-pyridinecarbonitrile